[Se]1C(=CC=C1)N1C2=CC=CC=C2[Se]C=2C=CC=CC12 10-(selenophen-2-yl)-10H-phenoselenazine